OOOO.[Ti] Titanium dihydroxyperoxide